N1CCCC2=C(C=CC=C12)N1N=CC(=C1C(F)(F)F)C(=O)OCC ethyl 1-(1,2,3,4-tetrahydroquinolin-5-yl)-5-(trifluoromethyl)-1H-pyrazole-4-carboxylate